methyl 2-[3-[(2-azidoacetyl)amino]-2-hydroxy-propyl]pyrazole-3-carboxylate N(=[N+]=[N-])CC(=O)NCC(CN1N=CC=C1C(=O)OC)O